[trans-4-(4-methyl-5-{[3-(trifluoromethyl)phenoxy]methyl}-4H-1,2,4-triazol-3-yl)cyclohexyl]methanol CN1C(=NN=C1COC1=CC(=CC=C1)C(F)(F)F)[C@@H]1CC[C@H](CC1)CO